C(C)N1CCC2(CC(=NO2)C(=O)N[C@@H](CCCCCC(CC)=O)C=2OC(=CN2)C=2C=C3C=CC(N(C3=CC2OC)C)=O)CC1 (S)-8-Ethyl-N-(1-(5-(7-methoxy-1-methyl-2-oxo-1,2-dihydrochinolin-6-yl)oxazol-2-yl)-7-oxononyl)-1-oxa-2,8-diazaspiro[4.5]dec-2-en-3-carboxamid